FC(N1N=CC(=C1)C(=O)NC1=CC(=CC=C1)[C@H](C)NC=1N=C2C(=NC1)NC=C2C)F (S)-1-(difluoromethyl)-N-(3-(1-((7-methyl-5H-pyrrolo[2,3-b]pyrazin-2-yl)amino)ethyl)phenyl)-1H-pyrazole-4-carboxamide